(5-((2-(4-morpholinophenyl)-2-oxoethyl)thio)-1H-tetrazol-1-yl)benzoic acid O1CCN(CC1)C1=CC=C(C=C1)C(CSC1=NN=NN1C1=C(C(=O)O)C=CC=C1)=O